1-(2,6-dihydroxy-4-methoxyphenyl)-3-(4-hydroxyphenyl)propan-1-one OC1=C(C(=CC(=C1)OC)O)C(CCC1=CC=C(C=C1)O)=O